OC1CC(NC1)C(=O)NCC1=CC=C(C=C1)C1=C(N=CS1)C 4-hydroxy-N-(4-(4-methyl-thiazol-5-yl)benzyl)pyrrolidine-2-carboxamide